F[Sb-](F)(F)(F)(F)F.OC(COC1=CC=C(C=C1)[I+]C1=CC=CC=C1)CCCCCCCCCCCC {4-[(2-hydroxytetradecyl)-oxyl]-phenyl}-phenyl-iodonium hexafluoroantimonate